ClC=1C=C(C=C2C=CN(C12)C1=CC=C(C=C1)C(F)(F)F)NC(C=C)=O N-(7-chloro-1-(4-(trifluoromethyl)-phenyl)-1H-indol-5-yl)acrylamide